imidazobenzofuran N1=CN=C2C1=C1C(=CCO1)C=C2